BrC1=NC=CC2=C(C=CC=C12)C bromo-5-methylisoquinoline